F[C@@H]1[C@H](CNC1)NC1=CC=CC(=N1)C1=CN=C2N1C=C(N=C2)N2C(COCC2)=O 4-(3-(6-(((3S,4S)-4-fluoropyrrolidin-3-yl)amino)pyridin-2-yl)imidazo[1,2-a]pyrazin-6-yl)morpholin-3-one